ClC=1C(=NC=CC1)N1N=CC(=C1C(F)(F)F)C(=O)O 1-(3-chloropyridin-2-yl)-5-(trifluoromethyl)-1H-pyrazole-4-carboxylic acid